6-(4-hydroxy-3,5-dimethylbenzylamino)-2,4-bis-octylthio-1,3,5-triazine OC1=C(C=C(CNC2=NC(=NC(=N2)SCCCCCCCC)SCCCCCCCC)C=C1C)C